FC=1C=CC2=C(N(C(OC2=O)=O)C2=CC=CC=C2)C1 7-fluoro-1-phenyl-2H-benzo[d][1,3]oxazine-2,4(1H)-dione